C1(CC1)NC(C1=C(C=C(C=C1OC)C1=CN=C2N1C=CC(=C2)OC[C@@H]2CN(CCC2)C(C)C)OC(F)F)=O N-cyclopropyl-2-(difluoromethoxy)-4-[7-[[(3S)-1-isopropyl-3-piperidyl]methoxy]imidazo[1,2-a]pyridin-3-yl]-6-methoxy-benzamide